C(#N)C1=CC(=C(CC=2C(=NC=CC2)C2=C(C=CC(=C2CC2=C3C=CNC3=CC(=C2)C(=O)[O-])F)F)C=C1)F 4-(6-((4-cyano-2-fluorobenzyl)pyridin-2-yl)-2,5-difluorobenzyl)-1H-indole-6-carboxylate